2-amino-7,7-dimethyl-7,8-dihydro-1,6-naphthyridin-5(6H)-one NC1=NC=2CC(NC(C2C=C1)=O)(C)C